N1N=C(C2=CC=CC=C12)CC(CN=O)NC(=O)[C@H](CC(C)C)NC(=O)C=1NC2=CC=CC(=C2C1)OC N-[(1S)-1-[[1-(1H-indazol-3-ylmethyl)-2-nitroso-ethyl]carbamoyl]-3-methyl-butyl]-4-methoxy-1H-indole-2-carboxamide